3-methoxy-1-methyl-2-(4-(2-methyl-3-(pyrrol-1-yl)propoxy)phenyl)quinolin-4(1H)-one COC1=C(N(C2=CC=CC=C2C1=O)C)C1=CC=C(C=C1)OCC(CN1C=CC=C1)C